C/C(/C(=O)OCC)=C\C1=NC=CC=N1 ethyl (E)-2-methyl-3-(pyrimidin-2-yl)acrylate